COC(C1=CN=C(C(=C1)C1(CC(C1)OCC1=CC=CC=C1)O)OC)=O 5-(3-(benzyloxy)-1-hydroxycyclobutyl)-6-methoxynicotinic acid methyl ester